R and S-1,3-butanediol C(C[C@@H](C)O)O |r|